OC1CCC(CC1)NC1=NN2C(S1)=NC=C2C=2C=C(C(=O)N(C)C)C=CC2 3-[2-[(4-hydroxycyclohexyl)amino]imidazo[2,1-b][1,3,4]thiadiazol-5-yl]-N,N-dimethyl-benzamide